iron tris(dibenzoylmethyl)iron C(C1=CC=CC=C1)(=O)C(C(C1=CC=CC=C1)=O)[Fe](C(C(C1=CC=CC=C1)=O)C(C1=CC=CC=C1)=O)C(C(C1=CC=CC=C1)=O)C(C1=CC=CC=C1)=O.[Fe]